8-(5-bromo-6-methylpyridin-2-yl)-1,4-dioxaspiro[4.5]decan-8-ol BrC=1C=CC(=NC1C)C1(CCC2(OCCO2)CC1)O